4-(4-(3-(aminomethyl)-3-fluoroazetidine-1-yl)-6-methylquinazolin-2-yl)-1-(cyclopropylimino)-2,3,4,5-tetrahydrobenzo[f][1,4]thiazepine NCC1(CN(C1)C1=NC(=NC2=CC=C(C=C12)C)N1CCS(C2=C(C1)C=CC=C2)=NC2CC2)F